OC=C(C(=O)[O-])CC Hydroxy-ethylacrylat